CN1CCC2(CC1)CNC1=CC(=CC=C12)C=1C=CC=C(C(=O)N)C1 5-(1'-methyl-spiro[indolin-3,4'-piperidin]-6-yl)benzamide